ClC1=C(C(=CC=C1)F)CC(=O)NC1=CC(=NC=C1)N(C(C)=O)C1=CC(=C(C=C1)C)Cl N-{4-[2-(2-Chloro-6-fluorophenyl)acetamido]pyridin-2-yl}-N-(3-chloro-4-methylphenyl)acetamide